methyl (1S,3S)-3-aminocyclopentanecarboxylate N[C@@H]1C[C@H](CC1)C(=O)OC